C(C)OC1=C(C=C(C=C1)F)C=1C=C2C(=NC1)NC(N2CC(=O)NCCOC)=O 2-[6-(2-Ethoxy-5-fluoro-phenyl)-2-oxo-3H-imidazo[4,5-b]pyridin-1-yl]-N-(2-methoxyethyl)acetamide